ClCC(=O)NCC1=CC2=C(OC(O2)(F)F)C=C1 2-chloro-N-((2,2-difluorobenzo[d][1,3]dioxol-5-yl)methyl)acetamide